[C@H]12CNC[C@H](CC1)N2C(=O)OC(C)(C)C tert-butyl (1R,5S)-3,8-diazabicyclo[3.2.1]Octane-8-carboxylate